4-azidobutyric acid N(=[N+]=[N-])CCCC(=O)O